BrC1=NN(C2=NC=NC(=C21)NCC=C)[C@H]2[C@H](OC(C1=CC=CC=C1)=O)[C@H](OC(C1=CC=CC=C1)=O)[C@H](O2)COC(C2=CC=CC=C2)=O 3-Bromo-N-(prop-2-en-1-yl)-1-(2,3,5-tri-O-benzoyl-β-D-ribofuranosyl)-1H-pyrazolo[3,4-d]pyrimidin-4-amine